C(C)N(C1=CC=C(C=C2C(CCC2=CC2=CC=C(C=C2)N(CC)CC)=O)C=C1)CC 2,3-bis(4-diethylaminobenzylidene)cyclopentanone